FC=1C(=C2C(=NC(=NN2C1)N[C@@H]1[C@@H](CN(CC1)C1COC1)F)OC)C=1C=CC2=C(N(N=N2)[C@H](CF)C)C1 6-fluoro-N-((3R,4S)-3-Fluoro-1-(oxetan-3-yl)piperidin-4-yl)-5-(1-((S)-1-fluoropropan-2-yl)-1H-benzo[d][1,2,3]triazol-6-yl)-4-methoxypyrrolo[2,1-f][1,2,4]triazin-2-amine